4-[2-methyl-4-[[3-[3-(trifluoromethyl)-1H-pyrazol-4-yl]imidazo[1,2-a]pyrazin-8-yl]amino]benzoyl]-N-[(3S)-pyrrolidin-3-yl]piperidine-1-carboxamide CC1=C(C(=O)C2CCN(CC2)C(=O)N[C@@H]2CNCC2)C=CC(=C1)NC=1C=2N(C=CN1)C(=CN2)C=2C(=NNC2)C(F)(F)F